COCCCl 2-chloroethyl methyl ether